ClC1=C2C(CN(C2=CC=C1)C(CN1C[C@H](NCC1)C)=O)(C)C 1-(4-Chloro-3,3-dimethyl-2,3-dihydro-indol-1-yl)-2-((R)-3-methyl-piperazin-1-yl)-ethanone